C(C)(=O)C1=CC=C(C=C1)C[C@@H](C(=O)O)N (2S)-3-(4-acetylphenyl)-2-amino-propanoic acid